CC1=CC=C(OCC2=CC=C3CCC4(C3=C2)CCC(CC4)C(=O)O)C=C1 6'-[(4-methylphenoxy)methyl]-2',3'-dihydrospiro[cyclohexane-1,1'-indene]-4-carboxylic acid